FC=1C=CC(=C(C1)N)OC1COCC1 (5-fluoro-2-((tetrahydrofuran-3-yl)oxy)phenyl)ammonia